2-(4-(9,10-di(naphthalene-2-yl)anthracen-2-yl)phenyl)-1-phenyl-1H-phenanthrene C1=C(C=CC2=CC=CC=C12)C=1C2=CC=CC=C2C(=C2C=CC(=CC12)C1=CC=C(C=C1)C1C(C=2C=CC3=CC=CC=C3C2C=C1)C1=CC=CC=C1)C1=CC2=CC=CC=C2C=C1